F[C@@H]1C[C@@H](N(C1)C(=O)C1(CCCCC1)C1=CC=C(C=C1)C(C(F)(F)F)=O)C(=O)NC1=CC=C2C(=N1)C=NN2C(=O)OC(C)(C)C tert-Butyl 5-{[(4R)-4-fluoro-1-({1-[4-(trifluoroacetyl)phenyl]cyclohexyl}carbonyl)-D-prolyl]amino}-1H-pyrazolo[4,3-b]pyridine-1-carboxylate